8-(6-(tert-butyl)-5-fluoropyridin-3-yl)-7-cyano-N-methyl-6-oxo-3,4-dihydro-2H,6H-pyrimido[2,1-b][1,3]thiazine-3-carboxamide C(C)(C)(C)C1=C(C=C(C=N1)C=1N=C2SCC(CN2C(C1C#N)=O)C(=O)NC)F